6-furfurylamino-3-β-D-glucopyranosylpurine C(C1=CC=CO1)NC1=C2N=CN=C2N(C=N1)[C@H]1[C@H](O)[C@@H](O)[C@H](O)[C@H](O1)CO